FC1=CC=C(C=C1)\C=C/C(=O)C1=C(C=CC=C1)O (Z)-3-(4-Fluorophenyl)-1-(2-hydroxyphenyl)prop-2-en-1-one